C(C)(C)(C)OC(=O)N1[C@H](CC(C1)(O)CC1=NC(=CN=C1Br)OC)C (2S)-4-[(3-bromo-6-methoxy-pyrazin-2-yl)methyl]-4-hydroxy-2-methyl-pyrrolidine-1-carboxylic acid tert-butyl ester